C(C)C1=C(C=CC(=C1)C1CN(CC1)C)NC(OCC1=CC=CC=C1)=O benzyl (2-ethyl-4-(1-methylpyrrolidin-3-yl)phenyl)carbamate